9H-fluoren-9-ylmethyl 4-[3-[[3-(4-cyano-2-methoxy-phenoxy)-5-methyl-6-(trifluoromethyl)pyridazine-4-carbonyl]amino]benzoyl]piperazine-1-carboxylate C(#N)C1=CC(=C(OC=2N=NC(=C(C2C(=O)NC=2C=C(C(=O)N3CCN(CC3)C(=O)OCC3C4=CC=CC=C4C=4C=CC=CC34)C=CC2)C)C(F)(F)F)C=C1)OC